tert-butyl (2-(cyclopentyl(methyl)amino)ethyl)carbamate C1(CCCC1)N(CCNC(OC(C)(C)C)=O)C